C1OCC12C(CC2)OC2=NN=C(S2)N 5-((2-oxaspiro(3.3)heptan-5-yl)oxy)-1,3,4-thiadiazol-2-amine